N1(C=NC=C1)CCSC[C@@H]([C@@H](CSCCN1C=NC=C1)O)O (2R,3S)-1,4-bis(2-imidazol-1-ylethylthio)butane-2,3-diol